BrC1=C(C(=C(N1)C(=O)OC)C1=CC(=C(C=C1)C(NCC(C)C)=O)OC)C1=C(C=C(C=C1)[N+](=O)[O-])C Methyl 5-bromo-3-(4-(isobutylcarbamoyl)-3-methoxy-phenyl)-4-(2-methyl-4-nitro-phenyl)-1H-pyrrole-2-carboxylate